N-[(3-fluoropyridin-2-yl)methyl]-2-(pyrrolidin-3-yl)-1,3-thiazole-4-carboxamide dihydrochloride Cl.Cl.FC=1C(=NC=CC1)CNC(=O)C=1N=C(SC1)C1CNCC1